peroxy disulfate S1(=O)(=O)OOOOS(O1)(=O)=O